cobalt tin ammonia triacetate C(C)(=O)[O-].C(C)(=O)[O-].C(C)(=O)[O-].N.[Sn+4].[Co+2]